C1(=CC=CC=C1)C(CC(=O)C=1OC=CC1)=O 1-phenyl-3-(furan-2-yl)-1,3-propanedione